C12N(CCNCC2C1)C(=O)OC(C)(C)C tertbutyl 2,5-diazabicyclo[5.1.0]octane-2-carboxylate